5,5'-(3,6-bis(4-(9H-carbazol-9-yl)phenyl)-4-(2-(4,6-diphenyl-1,3,5-triazin-2-yl)phenyl)pyridine-2,5-diyl)bis(5H-pyrido[4,3-b]indole) C1=CC=CC=2C3=CC=CC=C3N(C12)C1=CC=C(C=C1)C=1C(=NC(=C(C1C1=C(C=CC=C1)C1=NC(=NC(=N1)C1=CC=CC=C1)C1=CC=CC=C1)N1C2=C(C=3C=CC=CC13)C=NC=C2)C2=CC=C(C=C2)N2C1=CC=CC=C1C=1C=CC=CC21)N2C1=C(C=3C=CC=CC23)C=NC=C1